S1C(=NC2=C1C=CC=C2)NC2=C(C=C(N=N2)N(C2=CC=C(C(=N2)C(=O)NS(=O)(=O)CCCCCC(=O)OCC)C=2C=NN(C2C)CC2CCCC2)C)C Ethyl 6-(N-(6-((6-(benzo[d]thiazol-2-ylamino)-5-methylpyridazin-3-yl)(methyl)amino)-3-(1-(cyclopentylmethyl)-5-methyl-1H-pyrazol-4-yl)picolinoyl)sulfamoyl)hexanoate